(S)-5-methyl-2-(1-((tetrahydrofuran-3-yl)amino)pyrrolo[1,2-d][1,2,4]triazin-4-yl)phenol CC=1C=CC(=C(C1)O)C1=NN=C(C=2N1C=CC2)N[C@@H]2COCC2